7-bromo-5-chloro-2-methylbenzotriazole-4-carboxylic acid BrC1=CC(=C(C=2C1=NN(N2)C)C(=O)O)Cl